[3-(4-ethyl-6-oxo-1,6-dihydropyrimidin-2-yl)-2-fluoro-4-(trifluoromethyl)benzyl]-1-[5-(trifluoromethyl)pyridin-2-yl]piperidine-4-carboxamide C(C)C=1N=C(NC(C1)=O)C=1C(=C(CC2N(CCC(C2)C(=O)N)C2=NC=C(C=C2)C(F)(F)F)C=CC1C(F)(F)F)F